NC1=NC(=NC=C1)C=1C(=NN(C1O[C@H](CCNC1=C(C=NC(=C1)Cl)C1=NC=C(C=C1)S(=O)(=O)C)C)C)C (S)-N-(3-((4-(4-Aminopyrimidin-2-yl)-1,3-dimethyl-1H-pyrazol-5-yl)oxy)butyl)-6'-chloro-5-(methylsulfonyl)-[2,3'-bipyridin]-4'-amine